[N+](=O)([O-])C=1C=C(C=C2C=C(NC12)C1=CC=CC=C1)COCCOCCCO 3-(2-((7-nitro-2-phenyl-1H-indol-5-yl)methoxy)ethoxy)propan-1-ol